1-[2-(1,1-dioxo-1,2-thiazolidin-2-yl)-6-[5-[(6-methylpyridazin-3-yl)amino]benzimidazol-1-yl]-3-pyridinyl]ethanol O=S1(N(CCC1)C1=NC(=CC=C1C(C)O)N1C=NC2=C1C=CC(=C2)NC=2N=NC(=CC2)C)=O